C(C)OC(CN1C[C@H](CCC1)C1CN(C1)C(=O)OC(C)(C)C)=O (R)-tert-butyl 3-(1-(2-ethoxy-2-oxoethyl)piperidin-3-yl)azetidine-1-carboxylate